O1CCC(=CCC1)C=1C2=C(N=CN1)C=CN=C2 4-(2,3,6,7-tetrahydrooxepin-4-yl)pyrido[4,3-d]pyrimidine